2-[1-[5-iodo-2-[5-(morpholine-4-carbonyl)-2-pyridinyl]-1,2,4-triazol-3-yl]ethyl]isoindoline-1,3-dione IC=1N=C(N(N1)C1=NC=C(C=C1)C(=O)N1CCOCC1)C(C)N1C(C2=CC=CC=C2C1=O)=O